C(CCCCCCCCCCCCCCCCC)(=O)C(OP(OC[C@@H](CO)O)(=O)[O-])(C[N+](C)(C)C)C(CCCCCCCCCCCCCCCCC)=O Distearoyl-sn-glycero-3-phosphocholine